ClC=1N=C(SC1)C(=O)NC(C(=O)O)\C=C\C(C)(C)C (E)-2-(4-chloro-1,3-thiazol-2-ylcarbonylamino)-5,5-dimethyl-3-hexenoic acid